O1CCN(CC1)C1CCC(CC1)N1N=CC=2C1=NC(=NC2N)N (4-morpholinocyclohexyl)-1H-pyrazolo[3,4-d]pyrimidine-4,6-diamine